C12OCC(C1)(C2)N2C[C@H](N(S(C1=C2C=C(C(=C1)O\C=C(\C(=O)O)/F)SC)(=O)=O)C)CCCC (R,Z)-3-((5-(2-oxabicyclo[2.1.1]hexan-4-yl)-3-butyl-2-methyl-7-(methylthio)-1,1-dioxido-2,3,4,5-tetrahydrobenzo[f][1,2,5]thiadiazepin-8-yl)oxy)-2-fluoroacrylic acid